6-(2-{7,8-Dimethyl-[1,2,4]triazolo[1,5-a]pyridin-6-yl}-3-(propan-2-yl)-1H-pyrrolo[3,2-b]pyridin-5-yl)-2-(2-methoxyethyl)-2-azaspiro[3.3]heptan CC1=C(C=2N(C=C1C1=C(C3=NC(=CC=C3N1)C1CC3(CN(C3)CCOC)C1)C(C)C)N=CN2)C